BrC=1C=C2C=NN(C3(C(=NN(C3=O)C3=CC=CC=C3)C)C2=CC1)C(C=C(C)C)=O 6-Bromo-3'-methyl-2-(3-methylbut-2-enoyl)-1'-phenyl-2H-spiro[phthalazine-1,4'-pyrazol]-5'(1'H)-one